C1N(CCC2=CC=CC=C12)C[C@H](CN1C(C2=CC=C(C=C2CC1)NCC(C)(C)O)=O)O 2-[(2R)-3-(3,4-Dihydro-1H-isochinolin-2-yl)-2-hydroxy-propyl]-6-[(2-hydroxy-2-methylpropyl)amino]-3,4-dihydroisochinolin-1-on